CC1=NC=C(C(=C1)C)[C@H]1N(CCC1)C (S)-2,4-dimethyl-5-(1-methylpyrrolidin-2-yl)pyridine